ClC1=CC=C(C=C1)C1=C(CCC(C1)(C)C)CN1CCN(CC1)C1=CC(=C(C=C1)S(=O)(=O)NC(=O)C1=NC(=C(C=C1)F)C)OC=1C=C2C(=NC1)NC=C2 N-[4-[4-[[2-(4-chlorophenyl)-4,4-dimethylcyclohexen-1-yl]methyl]piperazin-1-yl]-2-(1H-pyrrolo[2,3-b]pyridin-5-yloxy)phenyl]sulfonyl-5-fluoro-6-methylpyridine-2-carboxamide